hexyldimethyloctyl bromide C(CCCCC)C(C(C)(C)Br)CCCCCC